tert-butyl (cyclobutylmethyl)((3R)-1-(1-(1-(4-(5-(methylamino)pyridazin-3-yl)-1H-1,2,3-triazol-1-yl) ethyl)-2-oxo-1,2-dihydropyridin-4-yl)piperidin-3-yl)carbamate C1(CCC1)CN(C(OC(C)(C)C)=O)[C@H]1CN(CCC1)C1=CC(N(C=C1)C(C)N1N=NC(=C1)C=1N=NC=C(C1)NC)=O